Bromo-2-(3-fluorophenyl)-4-phenylisoquinolin-1(2H)-one BrC=1N(C(C2=CC=CC=C2C1C1=CC=CC=C1)=O)C1=CC(=CC=C1)F